CN1C(=C(C2=CC=CC=C12)NC1=CC(=CC=C1)[N+](=O)[O-])C(=O)N[C@@H](C)C1=CC=C(C(=O)O)C=C1 (S)-4-(1-(1-methyl-3-((3-nitrophenyl)amino)-1H-indole-2-carboxamido)ethyl)benzoic acid